3'-diamino-N-methyl-dipropylamine CCCN(C)CCC(N)N